N1=CC=C(C=C1)C=1C2=C(C(=NC1)NCC=1C=C(C(=O)NCC=3C=NC=NC3)C=CC1)CCO2 3-(((7-(Pyridin-4-yl)-2,3-dihydrofuro[3,2-c]pyridin-4-yl)amino)methyl)-N-(pyrimidin-5-ylmethyl)benzamid